5-fluoro-2',4',6'-trimethoxy-[1,1'-biphenyl]-2-carbonitrile FC1=CC=C(C(=C1)C1=C(C=C(C=C1OC)OC)OC)C#N